methyl 2-(4-cyano-2-cyclopropylphenyl)-2-oxoacetate C(#N)C1=CC(=C(C=C1)C(C(=O)OC)=O)C1CC1